C1(CC1)N1N=C(C(=C1)OC1=CC(=NC=C1)NC1=CC(=NC=C1)C1(COC1)O)C1=CC(=CC=C1)F 3-(4-((4-((1-cyclopropyl-3-(3-fluorophenyl)-1H-pyrazol-4-yl)oxy)pyridin-2-yl)amino)pyridin-2-yl)oxetan-3-ol